C(CC)(=O)OCC(CCCCCCCCCCCCCCCC)C1=CC(=C(C(=C1)C(C)(C)C)O)C(C)(C)C β-(3,5-di-tert-butyl-4-hydroxyphenyl)n-octadecanol propionate